N1CCCC2=CC=CC(=C12)C=1C(=NC=CC1)S(=O)(=O)N (1,2,3,4-tetrahydroquinolin-8-yl)pyridine-2-sulfonamide